FC=1C(=CC2=CN(N=C2C1)C)NC(=O)N1CCC=2C1=NC=CC2N2CCN(C1(CC1)C2)C(=O)OC(C)(C)C tert-butyl 7-(1-((6-fluoro-2-methyl-2H-indazol-5-yl)carbamoyl)-2,3-dihydro-1H-pyrrolo[2,3-b]pyridin-4-yl)-4,7-diazaspiro[2.5]octane-4-carboxylate